3-((4-(thien-2-yl)-6-(trifluoromethyl)pyrimidin-2-yl)sulfinyl)propionic acid ethyl ester C(C)OC(CCS(=O)C1=NC(=CC(=N1)C=1SC=CC1)C(F)(F)F)=O